NC=1C=CC(=C2CN(C(C12)=O)CC(C#N)COC)C=1C=C2C(=NNC2=CC1)C1=CSC=C1 2-({7-amino-1-oxo-4-[3-(thiophen-3-yl)-1H-indazol-5-yl]-2,3-dihydro-1H-isoindol-2-yl}methyl)-3-methoxypropanenitrile